tetrabutylDodecyl-benzenesulfonic acid C(CCC)C1=C(C(=C(C(=C1S(=O)(=O)O)CCCCCCCCCCCC)CCCC)CCCC)CCCC